C(=O)O.FC(OC1=C(C=CC(=C1)C(F)(F)F)C=1C=2N(C(=NN1)N[C@H]1CN(CCC1)CC)C=NC2)F 1-[2-(difluoromethoxy)-4-(trifluoromethyl)phenyl]-N-[(3R)-1-ethylpiperidin-3-yl]imidazo[1,5-d][1,2,4]triazin-4-amine formate